FC=1C=C(C=C(C1)F)[C@@H]1CC[C@H]2OC3(C(N21)=O)CCN(CC3)C(=O)C3=NC(=CN=C3)OC (5'S,7a'R)-5'-(3,5-difluorophenyl)-1-(6-methoxypyrazine-2-carbonyl)tetrahydro-3'H-spiro[piperidine-4,2'-pyrrolo[2,1-b][1,3]-oxazol]-3'-one